(E)-1-methoxy-2-(4-methoxyphenyl)-1,5-dioxo-5-phenylpent-3-ene COC(C(\C=C\C(C1=CC=CC=C1)=O)C1=CC=C(C=C1)OC)=O